2-(cyclopropoxymethyl)-N7-[cis-3-(trifluoromethoxy)cyclobutyl]pyrazolo[1,5-a]pyrimidine-3,7-dicarboxamide C1(CC1)OCC1=NN2C(N=CC=C2C(=O)N[C@@H]2C[C@@H](C2)OC(F)(F)F)=C1C(=O)N